C12(CC3CC(CC(C1)C3)C2)[C@@H](C(=O)OC(C)C)NC(=O)C2=C(C3=CC=CC=C3C=C2)OCC2=CC=C(C=C2)C(F)(F)F isopropyl (2S)-2-((1R,3R,5S)-adamantan-1-yl)-2-(1-((4-(trifluoromethyl)benzyl)oxy)-2-naphthamido)acetate